2-[(1,2,3,4-tetrahydro-2-isoquinolyl)carbonyl]pyrrolidine C1N(CCC2=CC=CC=C12)C(=O)C1NCCC1